3-amino-2-(4-(2-hydroxyethyl)phenyl)-N-(thieno[2,3-c]pyridin-2-yl)propanamide NCC(C(=O)NC1=CC=2C(=CN=CC2)S1)C1=CC=C(C=C1)CCO